NC1=NN(C2=CC=C(C=C12)C1=CC(=CC=C1)[Si](C)(C)C)C(=O)OC(C)(C)C tert-Butyl 3-amino-5-(3-(trimethylsilyl)phenyl)-1H-indazole-1-carboxylate